(E)-4-(((3S,4R)-3-fluoro-1-methylpiperidin-4-yl)amino)-1-(2,2,2-trifluoroethyl)-1H-indole-2-carbaldehyde O-cyclopropylmethyl oxime C1(CC1)CO\N=C\C=1N(C2=CC=CC(=C2C1)N[C@H]1[C@H](CN(CC1)C)F)CC(F)(F)F